C(C)OC(C1=C(C=C(C=C1)OC(F)(F)F)NC(=O)OC(C)(C)C)=O 2-((tert-Butoxycarbonyl)amino)-4-(trifluoromethoxy)benzoic acid ethyl ester